O1CCC(CC1)N1CC2(CN(C2)C(=O)OC(C)(C)C)CC1 tert-butyl 6-(tetrahydro-2H-pyran-4-yl)-2,6-diazaspiro[3.4]octane-2-carboxylate